N1=NC(NC1)=O 1,2,4-TRIAZOLINONE